1-(((R)-10-Hydroxy-7-((R)-4,4,4-trifluoro-2-methylbutanoyl)-7-azaspiro[4.5]decan-10-yl)methyl)-5-(4-methylpiperazin-1-carbonyl)-4-phenylpyridin-2(1H)-on O[C@@]1(CCN(CC12CCCC2)C([C@@H](CC(F)(F)F)C)=O)CN2C(C=C(C(=C2)C(=O)N2CCN(CC2)C)C2=CC=CC=C2)=O